ClC=1C(=NC(=NC1)NC=1C=NC(=CC1)OC)NC=1C=C(C=CC1F)NC(C=C)=O N-(3-((5-chloro-2-((6-methoxypyridin-3-yl)amino)pyrimidin-4-yl)amino)-4-fluorophenyl)acrylamide